Ammonium 2,2-difluoro-propionic acid ethyl ester C(C)OC(C(C)(F)F)=O.[NH4+]